5-(1-fluoro-3-hydroxy-7-{[1-(methanesulfonyl)piperidin-4-yl]oxy}naphthalen-2-yl)-1λ6,2,5-thiadiazolidine-1,1,3-trione FC1=C(C(=CC2=CC=C(C=C12)OC1CCN(CC1)S(=O)(=O)C)O)N1CC(NS1(=O)=O)=O